Methyl 4-(2-(4-(6-((4-cyano-2-fluorobenzyl)oxy)pyridin-2-yl)phenyl)acetamido)-3-((2-methoxyethyl)amino)benzoate C(#N)C1=CC(=C(COC2=CC=CC(=N2)C2=CC=C(C=C2)CC(=O)NC2=C(C=C(C(=O)OC)C=C2)NCCOC)C=C1)F